The molecule is a 3-oxo monocarboxylic acid that is acetoacetic acid which is substituted at position 2 by a methyl group. It derives from a butyric acid and an acetoacetic acid. It is a conjugate acid of a 2-methylacetoacetate. CC(C(=O)C)C(=O)O